N-(3-(3,3-dimethyl-4-((methylamino)methyl)-2-oxopyrrolidin-1-yl)-1-methyl-1H-pyrazol-4-yl)-2-(2-((2,2,2-trifluoroethyl)amino)pyridin-4-yl)-1,3-oxazole-4-carboxamide CC1(C(N(CC1CNC)C1=NN(C=C1NC(=O)C=1N=C(OC1)C1=CC(=NC=C1)NCC(F)(F)F)C)=O)C